C(C)(C)(C)C=1C2(C=3C(=NC=C(C3Cl)Br)N1)CC(CC2)OS(=O)(=O)C(F)(F)F tert-butyl-5'-bromo-4'-chloro-3-(((trifluoromethyl)sulfonyl)oxy)spiro[cyclopentane-1,3'-pyrrolo[2,3-b]pyridin]